5-bromo-3-methoxy-1-tosyl-2,3-dihydro-1H-pyrrolo[2,3-b]pyridin-2-ol BrC=1C=C2C(=NC1)N(C(C2OC)O)S(=O)(=O)C2=CC=C(C)C=C2